CSC1=NC=C(C(=O)O)C=C1[N+](=O)[O-] 6-(Methylthio)-5-nitronicotinic acid